C1C(CC2=CC=CC=C12)=NNC(OC(C)(C)C)=O tert-Butyl N-(indan-2-ylideneamino)carbamate